3-(trimethoxysilyl)-propyl-methyl-dioctyl-ammonium chloride [Cl-].CO[Si](CCC[N+](CCCCCCCC)(CCCCCCCC)C)(OC)OC